(S)-5-(3-(7-chloro-3,4-dihydropyrazino[1,2-a]indol-2(1H)-yl)-3-oxopropyl)-5-cyclopropylimidazoline-2,4-dione ClC=1C=CC=2C=C3N(C2C1)CCN(C3)C(CC[C@@]3(C(NC(N3)=O)=O)C3CC3)=O